(7R)-8-cyclopentyl-7-ethyl-2-[2-methoxy-4-[3-(4-piperidyl)azetidine-1-carbonyl]anilino]-5-methyl-7H-pteridin-6-one C1(CCCC1)N1[C@@H](C(N(C=2C=NC(=NC12)NC1=C(C=C(C=C1)C(=O)N1CC(C1)C1CCNCC1)OC)C)=O)CC